COC(CN)(C)OC 2,2-dimethoxypropane-1-amine